C(#N)CCOP([O-])N(C(C)C)C(C)C 2-cyanoethyl-(N,N-diisopropylphosphoramidite)